9,9-bis(3-aminophenyl)fluorene NC=1C=C(C=CC1)C1(C2=CC=CC=C2C=2C=CC=CC12)C1=CC(=CC=C1)N